CC1(CC1)C12CN(CC2C1C(=O)N)C(=O)C=1N=CN(C1)C(C)C 1-methylcyclopropyl-3-[1-(propan-2-yl)-1H-imidazole-4-carbonyl]-3-azabicyclo[3.1.0]hexane-6-carboxamide